COC=1C=C(OC2=NC=C(C=C2)[N+](=O)[O-])C=CC1C 2-(3-methoxy-4-methylphenoxy)-5-nitropyridine